C(#N)C1=CC=C(C=C1)C12C(C3=NC=C(C=C3O1)OC)(C(C(C2C2=CC=CC=C2)C(=O)[O-])O)O 5a-(4-cyanophenyl)-8,8a-dihydroxy-3-methoxy-6-phenyl-5a,7,8,8a-tetrahydro-6H-cyclopenta[4,5]furo[3,2-b]pyridine-7-carboxylate